COC(=O)C1=CSC=2C1=NC=CC2Cl 7-chlorothieno[3,2-b]pyridine-3-carboxylic acid methyl ester